BrC1=CC=C(C=C1)C=1C2=CC=CC=C2C=2C=CC=CC2C1 1-bromo-4-(9-phenanthryl)benzene